COC1=CC=CC2=C1OCO2 7-methoxybenzo[d][1,3]dioxol